C1(CC1)N1N=NN=C1C1=CC(=CN1)C1=NC(=NC=C1C(F)(F)F)N[C@@H]1CNCCC1 4-[5-(1-cyclopropyl-1H-1,2,3,4-tetrazol-5-yl)-1H-pyrrol-3-yl]-N-[(3S)-piperidin-3-yl]-5-(trifluoromethyl)pyrimidin-2-amine